C(CCC)N1CCOCC1 N-Butylmorpholin